(2Z)-1,1,2,3,4,4-hexafluoro-2-butene FC(/C(=C(\C(F)F)/F)/F)F